(palmitoyloxy)methyl 2-methyl-4-(4-methylpiperazin-1-yl)-5H-benzo[b]thieno[2,3-e][1,4]diazepine-5-carboxylate CC1=CC=2C(=NC3=C(N(C2N2CCN(CC2)C)C(=O)OCOC(CCCCCCCCCCCCCCC)=O)C=CC=C3)S1